N[C@@H](C(C)(O)C)C (R)-3-amino-2-methylbutan-2-ol